(E)-3-(3-trifluoromethylphenyl)-propenyl bromide FC(C=1C=C(C=CC1)C/C=C/Br)(F)F